BrC1=CC(=C(C=C1)S(=O)(=O)N1CCOC2=C1C(=CC=C2)C)C 4-(4-Bromo-2-methyl-phenyl)sulfonyl-5-methyl-2,3-dihydro-1,4-benzoxazine